4-chloro-7,8-dimethoxyquinazoline ClC1=NC=NC2=C(C(=CC=C12)OC)OC